NC1=C(C=NN1)C1=CC=C2C(N(C=NC2=C1)[C@H](C)C=1C=C(C(=O)NC2COC2)C=CC1)=O (R)-3-(1-(7-(5-Amino-1H-pyrazol-4-yl)-4-oxoquinazolin-3(4H)-yl)ethyl)-N-(oxetan-3-yl)benzamide